[Mn].N[C@@H](CCCCN)C(=O)O mono-lysine manganese